distearoyl thiodipropionate S(CCC(=O)OC(CCCCCCCCCCCCCCCCC)=O)CCC(=O)OC(CCCCCCCCCCCCCCCCC)=O